N-(3-(azetidin-1-ylmethyl)-5-(trifluoromethyl)phenyl)-6-(imidazo[1,2-a]pyridine-3-carbonyl)-4,5,6,7-tetrahydrothieno[2,3-c]pyridine-3-carboxamide N1(CCC1)CC=1C=C(C=C(C1)C(F)(F)F)NC(=O)C1=CSC=2CN(CCC21)C(=O)C2=CN=C1N2C=CC=C1